C(C1=CC=CC=C1)NC1=NC(=CC=C1C(=O)OCC)N1C=NC2=C1C=C(C(=C2)OC)OC ethyl 2-(benzylamino)-6-(5,6-dimethoxybenzimidazol-1-yl)pyridine-3-carboxylate